5-(2-(4-(4-(1-(2-(2,6-dioxopiperidin-3-yl)-1,3-dioxoisoindolin-5-yl)piperidin-4-yl)piperazin-1-yl)benzoyl)-2,8-diazaspiro[4.5]decan-8-yl)-3-(trifluoromethyl)picolinonitrile O=C1NC(CCC1N1C(C2=CC=C(C=C2C1=O)N1CCC(CC1)N1CCN(CC1)C1=CC=C(C(=O)N2CC3(CC2)CCN(CC3)C=3C=C(C(=NC3)C#N)C(F)(F)F)C=C1)=O)=O